(R)-3-(1-((6-(1,4-dihydroxycyclohexyl)-7-methoxy-2-methylquinazolin-4-yl)amino)ethyl)-2-methylbenzonitrile OC1(CCC(CC1)O)C=1C=C2C(=NC(=NC2=CC1OC)C)N[C@H](C)C=1C(=C(C#N)C=CC1)C